Cl.ClC=1C=C2C=C(NC2=CC1)CN (5-chloro-1H-indol-2-yl)methanamine hydrochloride